ClC1=C(OC2=CC=C(C=C2)NC(=O)C2=COC3=C2C=C(C(=C3)C3=NN=NN3)F)C=CC(=C1)F N-(4-(2-chloro-4-fluorophenoxy)phenyl)-5-fluoro-6-(1H-tetrazol-5-yl)benzofuran-3-carboxamide